C(C)OC(=O)C1=CN=CN1COCC[Si](C)(C)C 1-((2-(trimethylsilyl)ethoxy)methyl)-1H-imidazole-5-carboxylic acid ethyl ester